1-(3-cyano-4,6-bis(trifluoromethyl)pyridin-2-yl)-N-ethyl-N-(pyridazin-4-yl)-1H-pyrrole-2-carboxamide C(#N)C=1C(=NC(=CC1C(F)(F)F)C(F)(F)F)N1C(=CC=C1)C(=O)N(C1=CN=NC=C1)CC